2-methylpropan-2-yl 7-amino-4-(7-fluoroimidazo[3,2-a]pyridin-3-yl)-1-oxo-2,3-dihydro-1H-isoindole-2-carboxylate NC=1C=CC(=C2CN(C(C12)=O)C(=O)OC(C)(C)C)C1=CN=C2N1C=CC(=C2)F